3-(3-(2-aminoethyl)-3-hydroxypyrrolidine-1-carbonyl)-8-((2S,6S)-2,6-dimethylmorpholinyl)-N-(3-methyloxacyclopentyl)-(butane-3-yl)imidazo[1,5-a]pyridine-6-sulfonamide NCCC1(CN(CC1)C(=O)C1=NC(=C2N1C=C(C=C2N2C[C@@H](O[C@H](C2)C)C)S(=O)(=O)NC2OC(CC2)C)C(CC)C)O